The molecule is a phenolate anion obtained by deprotonation of the 5- and 7-hydroxy groups of cyanidin 3-O-[6-O-(6-O-4-hydroxycinnamoyl-beta-D-glucosyl)-2-O-beta-D-xylosyl-beta-D-galactoside]. It is the major microspecies at pH 7.3 (according to Marvin v 6.2.0.). It is a conjugate base of a cyanidin 3-O-{6-O-[6-O-(4-coumaroyl)-beta-D-glucosyl]-2-O-beta-D-xylosyl-beta-D-galactoside}. C1[C@H]([C@@H]([C@H]([C@@H](O1)O[C@@H]2[C@H]([C@H]([C@H](O[C@H]2OC3=C(OC4=CC(=O)C=C(C4=C3)O)C5=CC(=C(C=C5)[O-])O)CO[C@H]6[C@@H]([C@H]([C@@H]([C@H](O6)COC(=O)/C=C/C7=CC=C(C=C7)O)O)O)O)O)O)O)O)O